2,2-difluoro-6-azaspiro[3.4]octane-7-formic acid trifluoroacetate FC(C(=O)O)(F)F.FC1(CC2(C1)CNC(C2)C(=O)O)F